5-chloro-4-[2-methylpiperazin-1-yl]-2-(1H-pyrrolo[2,3-b]pyridin-3-yl)-1H-pyrimidin-6-one ClC1=C(N=C(NC1=O)C1=CNC2=NC=CC=C21)N2C(CNCC2)C